3-{4-[cyclohexyl(methyl)sulfamoyl]phenyl}-1-(pyridin-3-ylmethyl)urea C1(CCCCC1)N(S(=O)(=O)C1=CC=C(C=C1)NC(NCC=1C=NC=CC1)=O)C